4-(3,4,6,7,8,8a-hexahydro-1H-pyrrolo[1,2-a]pyrazin-2-yl)-8-oxo-1,3,5,11-tetrazatetracyclo[8.7.0.02,7.012,17]heptadeca-2,4,6,9,12(17),13,15-heptaene-9-carboxylic acid C1C2N(CCN1C=1N=C3N4C=5C=CC=CC5NC4=C(C(C3=CN1)=O)C(=O)O)CCC2